CC1=C(C=CC=C1)S(=O)(=O)OC1CCN(CC1)C=1OC2=C(N1)C=CC(=C2)OC\C(=C/F)\CN (Z)-1-(6-((2-(aminomethyl)-3-fluoroallyl)oxy)-benzo[d]oxazol-2-yl)piperidin-4-ol 4-methylbenzene-sulfonate